1-(2-(2-benzyl-4-methylphenoxy)ethyl)-4-methylpiperazine bis(phosphate) P(=O)(O)(O)O.P(=O)(O)(O)O.C(C1=CC=CC=C1)C1=C(OCCN2CCN(CC2)C)C=CC(=C1)C